C(C)(C)/C(/C(=O)OCCCCCC(C)C)=C(/C(=O)OCCCCCC(C)C)\C(C)C diisooctyl 2,3-diisopropylmaleate